COC=1C=C(C=CC1OC)NC(C1=C(C=C(C=C1C=CC1=CC=C(C=C1)OCC(N1CCCCC1)=O)OC)OC)=O N-(3,4-dimethoxyphenyl)-2,4-dimethoxy-6-(4-(2-oxo-2-(piperidin-1-yl)ethoxy)styryl)benzamide